O1C(=C(C=C1)C(=O)[O-])C(=O)[O-] furandioate